CN1N=CC(=C1)C=1N=C(C=2N(C1)N=CC2)NCC2CCN(CC2)C(=O)OC(C)(C)C tert-butyl 4-(((6-(1-methyl-1H-pyrazol-4-yl)pyrazolo[1,5-a]pyrazin-4-yl)amino)methyl)piperidine-1-carboxylate